[O-2].[O-2].[O-2].[Ti+4] titanium trioxide